N-[4-[2-(2-chlorophenyl)piperazine-1-carbonyl]-3-(2-oxa-7-azaspiro[3.4]octan-7-yl)phenyl]cyclopropanecarboxamide ClC1=C(C=CC=C1)C1N(CCNC1)C(=O)C1=C(C=C(C=C1)NC(=O)C1CC1)N1CCC2(COC2)C1